3-(pyridin-4-yl)propoxy-inden-1-one N1=CC=C(C=C1)CCCOC=1C(C2=CC=CC=C2C1)=O